2-(2-fluoro-4-phenoxyphenyl)-7-[1-(prop-2-enoyl)piperidin-4-yl]-4,5,6,7-tetrahydro-2H-pyrazolo[4,3-b]pyridine-3-carboxamide FC1=C(C=CC(=C1)OC1=CC=CC=C1)N1N=C2C(NCCC2C2CCN(CC2)C(C=C)=O)=C1C(=O)N